AnilinoThiazolinone C1C(=O)SC(=N1)NC2=CC=CC=C2